3-methoxy-N,N-dipentylpropanamide COCCC(=O)N(CCCCC)CCCCC